C1(CC1)CN[C@@H](C)C=1C(=NC=CN1)C1=CC=C(C=N1)C#N 6-[3-[(1S)-1-(cyclopropylmethylamino)ethyl]pyrazin-2-yl]pyridine-3-carbonitrile